CC=1C=C(C=2N(C(C=C(N2)OC2=CC=CC=C2)=O)C1)C(C)NC1=C(C(=O)O)C=CC=C1 2-((1-(7-methyl-4-oxo-2-phenoxy-4H-pyrido[1,2-a]pyrimidin-9-yl)ethyl)amino)benzoic acid